8-(4-(Quinolin-3-yl)pyrimidin-2-yl)-3,8-diazabicyclo[3.2.1]octane-3-carboxylate N1=CC(=CC2=CC=CC=C12)C1=NC(=NC=C1)N1C2CN(CC1CC2)C(=O)[O-]